C(CCCCCCCCCCCCCCCC)(=O)[O-].[Na].C(CCCCCCCCCCCCCCCCC)OC[N+]1=CC=CC=C1 stearoxymethyl-pyridinium sodium margarate